21,23-difluoro-16-hydroxy-8-oxa-11,19-diazatetracyclo[18.3.1.113,17.02,7]pentacosa-1(23),2,4,6,13,15,17(25),20(24),21-nonaene-12,18-dione FC=1C=2NC(C=3C(=CC=C(C(NCCOC4=CC=CC=C4C(=C(C1)F)C2)=O)C3)O)=O